C(=O)(C=C)C=CC=C Acryl-Butadiene